6-[2-[2-[6-(2-aminopropoxy)-4-fluoro-2,3-dihydro-1H-inden-2-yl]ethyl]-6-oxo-5-oxa-2,7-diazaspiro[3.4]octan-7-yl]-4H-pyrazino[2,3-b][1,4]oxazin-3-one NC(COC1=CC(=C2CC(CC2=C1)CCN1CC2(C1)OC(N(C2)C2=NC1=C(OCC(N1)=O)N=C2)=O)F)C